9-{[(3R,4S)-1-[(R)-carboxy(cyclohexyl)methyl]-4-(3-fluorophenyl)pyrrolidin-3-yl]methyl}-3-thia-9-azabicyclo[3.3.1]nonane C(=O)(O)[C@H](N1C[C@@H]([C@H](C1)C1=CC(=CC=C1)F)CN1C2CSCC1CCC2)C2CCCCC2